FC(C=1C=C(C=CC1)C1C(CNCC1)C(=O)N)(F)F 4-[3-(trifluoromethyl)phenyl]-3-piperidinecarboxamide